C=C\C=C\C (trans)-1,3-pentadiene